C(C1=CC=CC=C1)OC1=C(C=C(C=C1)CS(=O)(=O)C)[N+](=O)[O-] 1-(benzyloxy)-4-((methylsulfonyl)methyl)-2-nitrobenzene